3-hydroxy-9H-thioxanthone OC=1C=CC=2C(C3=CC=CC=C3SC2C1)=O